tert-butoxycarbonyl-4-piperidinecarboxylic acid C(C)(C)(C)OC(=O)N1CCC(CC1)C(=O)O